diacetylgenistine C(C)(=O)C1=C(C2=COC=3C(=C(C=C(C3C2=O)O)O[C@H]2[C@H](O)[C@@H](O)[C@H](O)[C@@H](CO)O2)C(C)=O)C=CC(=C1)O